zinc bis(acetate) C(C)(=O)[O-].C(C)(=O)[O-].[Zn+2]